[N+](=O)([O-])C1=C(C=C(C(=O)OC)C=C1OC1COC1)NC[C@H]1OCC1 Methyl (S)-4-nitro-3-((oxetan-2-ylmethyl)amino)-5-(oxetan-3-yloxy)benzoate